C1(CCC12CCCC2)(O)O Spiro[3.4]octandiol